CC1=NC(=CC2=C1C=NN2C2=CC1=C(C(=N2)C)C=NN1C1OCCCC1)C=1C=NN(C1)C 4,4'-Dimethyl-6-(1-methyl-1H-pyrazol-4-yl)-1'-(tetrahydro-2H-pyran-2-yl)-1'H-1,6'-bipyrazolo[4,3-c]pyridine